6-[(tert-butyldimethylsilyl)oxy]-6-methyl-1,4-oxazepane [Si](C)(C)(C(C)(C)C)OC1(CNCCOC1)C